BrC=1C(=C2C(=NC1)NC(=N2)C2=CC=C(C=C2)N2CC(N(CC2)CCOC)=O)NC2CCN(CC2)CC2CC2 4-[4-(6-Bromo-7-{[1-(cyclopropylmethyl)piperidin-4-yl]amino}-3H-imidazo[4,5-b]pyridin-2-yl)phenyl]-1-(2-methoxyethyl)piperazin-2-one